C(C(C)C)(=O)OC1=CC=C(C=C1)CC(C(COC)=O)N=CC1=C(C(=CC(=C1)Br)OC(C(C)C)=O)O 4-(2-(3-isobutyryloxy-5-bromo-2-hydroxybenzylideneamino)-4-meth-oxy-3-oxobutyl)phenyl isobutyrate